C1(=CC=CC=C1)C1=CC=CC(=N1)C1=CC=C(C=C1)C1=CC(=NC=C1)N1C2=CC=C(C=C2C=2C=C(C=CC12)N1C2=CC=CC=C2C=2C=CC=CC12)N1C2=CC=CC=C2C=2C=CC=CC12 9'-(4-(4-(6-phenylpyridin-2-yl)phenyl)pyridin-2-yl)-9'H-9,3':6',9''-tercarbazole